8-fluoro-2-{4-[(pyridin-3-ylamino)methyl]phenyl}-1,3,4,5-tetrahydro-6H-azepino[5,4,3-cd]indol-6-one FC=1C=C2C=3C(=C(NC3C1)C1=CC=C(C=C1)CNC=1C=NC=CC1)CCNC2=O